BrC1=NN(C(=C1)C)CC1COC1 3-bromo-5-methyl-1-[(oxetan-3-yl)methyl]-1H-pyrazole